NCCCCN1C(=NC=2C(=NC=3C=CC=CC3C21)N)CC 1-(4-Aminobutyl)-2-ethyl-1H-imidazo[4,5-c]Quinolin-4-amine